COCCOCCOC.[Ni](Br)Br nickel bromide diglyme salt